ClC=1C(=CC=C2N=CC(=NC12)C=1C=NN(C1)C1CCC(CC1)(F)F)OC=1C=CC2=C(N(C(=N2)C)COCC[Si](C)(C)C)C1F 8-Chloro-2-(1-(4,4-difluorocyclohexyl)-1H-pyrazol-4-yl)-7-((7-fluoro-2-methyl-1-((2-(trimethylsilyl)ethoxy)methyl)-1H-benzo[d]imidazol-6-yl)oxy)quinoxaline